4-[[4-[3-chloro-5-(trifluoromethyl)-2-pyridinyl]-1-piperazinyl]carbonyl]-2-(2-hydroxyethyl)-1(2H)-phthalazinone ClC=1C(=NC=C(C1)C(F)(F)F)N1CCN(CC1)C(=O)C1=NN(C(C2=CC=CC=C12)=O)CCO